7-hydroxy-8-(3-methyl-6-(prop-1-en-2-yl)cyclohex-2-en-1-yl)-2-(2-oxopropyl)-5-pentyl-4H-benzo[d][1,3]dioxin-4-one OC=1C=C(C2=C(OC(OC2=O)CC(C)=O)C1C1C=C(CCC1C(=C)C)C)CCCCC